1-methyldimethoxysilyl-2-(dimethylamino)(methyldimethoxysilylpropylamino)methylsilylethylene C[Si](C(=CN(C)C)[SiH2]CNCCC[Si](OC)(OC)C)(OC)OC